tert-butyl 6-[[5-(trifluoromethylthio)-2-pyridinyl] methylene]-2-azaspiro[3.3]heptane-2-carboxylate FC(SC=1C=CC(=NC1)C=C1CC2(CN(C2)C(=O)OC(C)(C)C)C1)(F)F